C(C)(C)(C)OC(=O)C=1C(=NC(=CC1)N1N=C(C=C1)OCC1[C@H]2CC[C@@H](C1)C2)Cl 2-chloro-6-[3-[[(1S,4R)-norcamphan-2-yl]methoxy]pyrazol-1-yl]pyridine-3-carboxylic acid tert-butyl ester